C1(=CC(=CC=C1)N1CCC=CC1)C 1-(m-tolyl)-1,2,3,6-tetrahydropyridin